(S)-2-(4-((4-methylpiperazin-2-yl)methyl)-5,6,7,8-tetrahydrophthalazin-1-yl)-5-(trifluoromethyl)phenol CN1C[C@@H](NCC1)CC1=NN=C(C=2CCCCC12)C1=C(C=C(C=C1)C(F)(F)F)O